3-(6-methoxy-4-nitro-1-oxoisoindolin-2-yl)piperidine-2,6-dione COC1=CC(=C2CN(C(C2=C1)=O)C1C(NC(CC1)=O)=O)[N+](=O)[O-]